3-(4-methoxybenzyl)-1-(5-(1-(4-methylpiperazin-1-yl)ethyl)benzo[d]isoxazol-3-yl)dihydropyrimidine-2,4(1H,3H)-dione COC1=CC=C(CN2C(N(CCC2=O)C2=NOC3=C2C=C(C=C3)C(C)N3CCN(CC3)C)=O)C=C1